[4-[(3S)-3-aminopyrrolidine-1-carbonyl]piperazin-1-yl]-[2-chloro-4-[[3-[3-(trifluoromethyl)-1H-pyrazol-4-yl]imidazo[1,2-a]pyrazin-8-yl]amino]phenyl]methanone formate C(=O)O.N[C@@H]1CN(CC1)C(=O)N1CCN(CC1)C(=O)C1=C(C=C(C=C1)NC=1C=2N(C=CN1)C(=CN2)C=2C(=NNC2)C(F)(F)F)Cl